(2R,5R)-3-(4-aminophenethyl)-2-(1-(4-bromophenyl)-3-(4-fluorophenyl)-1H-pyrazol-4-yl)-5-methyloxazolidin-4-one NC1=CC=C(CCN2[C@H](O[C@@H](C2=O)C)C=2C(=NN(C2)C2=CC=C(C=C2)Br)C2=CC=C(C=C2)F)C=C1